4,4-bis(phosphono)-butanoic acid P(=O)(O)(O)C(CCC(=O)O)P(=O)(O)O